O=C1C[C@H](N(CC1)C(=O)OC(C)(C)C)C(=O)OCC1=CC=CC=C1 2-benzyl 1-(tert-butyl) (S)-4-oxopiperidine-1,2-dicarboxylate